C(C)(C)(C)OC(N[C@@H](C)CCC(=O)C1=CC(=C(C=C1)F)F)=O (S)-(5-(3,4-difluorophenyl)-5-oxopentan-2-yl)carbamic acid t-butyl ester